2,2-dilinoleyl-4-methyleneethyl-[1,3]-dioxolane C(CCCCCCC\C=C/C\C=C/CCCCC)C1(OCC(O1)CC=C)CCCCCCCC\C=C/C\C=C/CCCCC